3-ketoheptane O=C(CC)CCCC